COC(=O)C1=CC=C(CCN2N(CCC2=O)C(=O)OC(C)(C)C)C=C1 tert-butyl 2-(4-(methoxycarbonyl)phenethyl)-3-oxopyrazolidine-1-carboxylate